(R)-1-acetyl-pyrrolidin-3-ylamine hydrochloride Cl.C(C)(=O)N1C[C@@H](CC1)N